7-chloro-5-(2-fluoro-4-methylphenyl)-2,3-dimethylpyrido[3,4-b]pyrazine ClC1=CC=2C(=NC(=C(N2)C)C)C(=N1)C1=C(C=C(C=C1)C)F